4,4'-Methylenediphenyldiisocyanat C(C1=CC=C(C=C1)N=C=O)C1=CC=C(C=C1)N=C=O